N1C=C(C2=CC=CC=C12)CCNC1=C2N=CN(C2=NC(=N1)C=1C=NC=C(C1)F)[C@H](CO)C (S)-2-(6-(2-(1H-indol-3-yl)-ethylamino)-2-(5-fluoropyridin-3-yl)-9H-purin-9-yl)propan-1-ol